sulfo-1,4-benzoquinone S(=O)(=O)(O)C=1C(C=CC(C1)=O)=O